4-(4-(5-(((1R,4r)-2-oxa-5-azabicyclo[2.2.1]heptan-5-yl)pyrazolo[1,5-a]pyrimidin-3-yl)-1H-1,2,3-triazol-1-yl)-3-(difluoromethyl)-1H-pyrazol-1-yl)cyclohexane-1-carbaldehyde [C@H]12OC[C@H](N(C1)C1=NN3C(N=CC=C3)=C1C1=CN=NN1C=1C(=NN(C1)C1CCC(CC1)C=O)C(F)F)C2